3-oxiranecarboxylic acid O1CC1C(=O)O